N,N-bis-(trifluoromethansulfonyl)-aniline FC(S(=O)(=O)N(C1=CC=CC=C1)S(=O)(=O)C(F)(F)F)(F)F